C(C)C=1C(NC=2C=C(C=NC2C1)CN1CCC(=CC1)C=1C=NC(=CC1)C(=O)NC)=O 1'-((7-ethyl-6-oxo-5,6-dihydro-1,5-naphthyridin-3-yl)methyl)-N-methyl-1',2',3',6'-tetrahydro-[3,4'-bipyridine]-6-formamide